isobutyl-(2R)-methyl-4-(3-methyl-2-oxo-1,3-benzooxazol-6-yl)piperidine-1-carboxamide C(C(C)C)[C@]1(N(CCC(C1)C1=CC2=C(N(C(O2)=O)C)C=C1)C(=O)N)C